CC1COCCCN1 3-Methyl-1,4-oxaazepane